CC1=CC=C(N)C=C1B1OC(C(O1)(C)C)(C)C 4-methyl-5-(4,4,5,5-tetramethyl-1,3,2-dioxaborolan-2-yl)aniline